C(\C=C/C(=O)O)(=O)OC(C(=C)C)=O (methyl)acrylic maleic anhydride